(S)-3-{4-[4-(3,5-dimethylpyridin-2-yl)piperazine-1-carbonyl]phenyl}-3-ethylpyrrolidine-2,5-dione CC=1C(=NC=C(C1)C)N1CCN(CC1)C(=O)C1=CC=C(C=C1)[C@]1(C(NC(C1)=O)=O)CC